N1(C=NC=C1)C(=O)N[C@@H](CCC(=O)OC(C)(C)C)C(=O)OC(C)(C)C Di-tert-butyl (1H-imidazole-1-carbonyl)-L-glutamate